ClC1=CC=C(CN2C3=C(C4=C(C2=O)CN(C4)C(=O)OC(C)(C)C)C=NN3COCC[Si](C)(C)C)C=C1 tert-butyl 4-(4-chlorobenzyl)-5-oxo-3-((2-(trimethylsilyl) ethoxy) methyl)-4,5,6,8-tetrahydropyrazolo[3,4-b]pyrrolo[3,4-d]pyridine-7(3H)carboxylate